bromo-1,1'-biphenyl BrC1=C(C=CC=C1)C1=CC=CC=C1